CC=1NC(=C(C(C1C(=O)[O-])C1=CC(=CC=C1)[N+](=O)[O-])C(=O)[O-])C 2,6-dimethyl-4-(3-nitrophenyl)-1,4-dihydropyridine-3,5-dicarboxylate